1-(3-(tert-butyl)-1-phenyl-1H-pyrazol-5-yl)-3-(2-(methylthio)-4-(pyridin-4-yloxy)phenyl)urea C(C)(C)(C)C1=NN(C(=C1)NC(=O)NC1=C(C=C(C=C1)OC1=CC=NC=C1)SC)C1=CC=CC=C1